6-(6-(4,7-diazaspiro[2.5]octan-7-yl)pyridin-3-yl)-2-(2,6-dimethylpyridin-4-yl)-3-methyl-1H-indole C1CC12NCCN(C2)C2=CC=C(C=N2)C2=CC=C1C(=C(NC1=C2)C2=CC(=NC(=C2)C)C)C